2-fluoro-8-methyl-7,8-dihydro-6H-cyclopenta[e]pyrazolo[1,5-a]pyrimidine-6-carboxamide FC1=NN2C(N=CC3=C2C(CC3C(=O)N)C)=C1